[O].[Se].[As] arsenic selenium oxygen